C(C)(C)(C)OC(=O)N1CCN(CC1)C1=CC=C(C(=N1)C(=O)OC)C(=O)OC dimethyl 6-(4-tert-butoxycarbonylpiperazin-1-yl)pyridine-2,3-dicarboxylate